{1-(cis-4-{[6-(2-hydroxy-ethyl)-2-(trifluoromethyl)pyrimidin-4-yl]oxy}cyclohexyl)-3-[4-(7H-pyrrolo[2,3-d]pyrimidin-4-yl)-1H-pyrazol-1-yl]azetidin-3-yl}acetonitrile OCCC1=CC(=NC(=N1)C(F)(F)F)O[C@H]1CC[C@H](CC1)N1CC(C1)(N1N=CC(=C1)C=1C2=C(N=CN1)NC=C2)CC#N